5-ethynyl-6-fluoro-4-(2-(((2R,7aS)-2-fluorotetrahydro-1H-pyrrolizin-7a(5H)-yl)methoxy)-5-(methyl(phenethyl)amino)pyrido[4,3-d]pyrimidin-7-yl)naphthalen-2-ol C(#C)C1=C2C(=CC(=CC2=CC=C1F)O)C1=CC=2N=C(N=CC2C(=N1)N(CCC1=CC=CC=C1)C)OC[C@]12CCCN2C[C@@H](C1)F